ClC=1C(=CC(=C(C1)S(=O)(=O)NC=1SC=CN1)F)N[C@H]1CCCC2=CC=CC=C12 (S)-5-chloro-2-fluoro-4-(1,2,3,4-tetrahydronaphthalen-1-ylamino)-N-(thiazol-2-yl)benzenesulfonamide